C(C=C)C1=C(C=CC=C1)CC(=O)[O-].[I-].C(C)(=O)OC1=C(C=CC=C1)CC(=O)OC[N+]1(CCC=C(C1)C1=NSN=C1OCCCCCC)C.C(C)(=O)OC1=C(C=CC=C1)CC(=O)OC[N+]1(CCC=C(C1)C1=NSN=C1OCCCCCC)C 1-((2-(2-acetoxyphenyl)acetoxy)methyl)-5-(4-(hexyloxy)-1,2,5-thiadiazol-3-yl)-1-methyl-1,2,3,6-tetrahydropyridin-1-ium iodide 2-Allylphenyl-acetate